COC(=O)C1=NC=C(C=C1N=CC(C1=CC=CC=C1)C1=CC=CC=C1)C(F)(F)F 3-(benzhydryl-methyleneamino)-5-(trifluoromethyl)pyridine-2-carboxylic acid methyl ester